(S)-tetrahydrofolate C(CC[C@@H](C(=O)O)NC(=O)C1=CC=C(NCC2CNC=3N=C(N)NC(=O)C3N2)C=C1)(=O)[O-]